rac-2-bromopropionate Br[C@@H](C(=O)[O-])C |r|